C(CC)[Si](O[Si](O[Si](CCCN)(CCC)CCC)(CCC)CCC)(CCCN)CCC 1,1,3,3,5,5-Hexapropyl-1,5-bis(3-aminopropyl)trisiloxane